2-(((2R,3R,4S,5R)-5-(6-amino-2-chloro-9H-purin-9-yl)-4-fluoro-3-hydroxytetrahydro-furan-2-yl)methoxy)-2-((2-carboxybenzofuran-5-yl)methyl)malonic acid NC1=C2N=CN(C2=NC(=N1)Cl)[C@H]1[C@H]([C@@H]([C@H](O1)COC(C(=O)O)(C(=O)O)CC=1C=CC2=C(C=C(O2)C(=O)O)C1)O)F